(1-(2-(1-methyl-1H-pyrazol-4-yl)-6-(4-morpholinophenyl)pyrimidin-4-yl)piperidin-4-yl)methanol CN1N=CC(=C1)C1=NC(=CC(=N1)N1CCC(CC1)CO)C1=CC=C(C=C1)N1CCOCC1